O=C1OC[C@@H]1NC(OCCCC)=O butyl (S)-(2-oxooxetan-3-yl)carbamate